6-Amino-2-fluoro-3-((1R,2S)-2-isopropyl-1',2'-dihydrospiro[cyclopropane-1,3'-pyrrolo[2,3-b]pyridin]-5'-yl)-N,N-dimethylbenzamide NC1=CC=C(C(=C1C(=O)N(C)C)F)C=1C=C2C(=NC1)NC[C@]21[C@@H](C1)C(C)C